BrC1=C(C(=C(C(=C1C)C)Br)C)C 1,4-dibromo-tetramethylbenzene